O1CCOC2=C1C=CC(=C2)CN(CC2=CC=C(C=C2)CNCC2=NC=CC=C2)C2CCCCC=1C2=NC=CC1 N-(1,4-benzodioxan-6-ylmethyl)-N'-(2-pyridinylmethyl)-N-(6,7,8,9-tetrahydro-5H-cyclohepta[b]pyridin-9-yl)-1,4-benzenedimethanamine